C(C=CC)C1(N(C[C@@H](C1)N(C)C)C(=O)OC(C)(C)C)C(=O)OCC1=CC=CC=C1 2-benzyl 1-tert-butyl (4R)-2-(but-2-enyl)-4-(dimethylamino)pyrrolidine-1,2-dicarboxylate